C1OCC12CC(C2)CN2CC1(C2)CN(C1)S(=O)(=O)C=1N(NC(C1)C(F)(F)F)C 2-((2-oxaspiro[3.3]heptan-6-yl)methyl)-6-((2-methyl-5-(trifluoromethyl)-2,5-dihydro-1H-pyrazol-3-yl)sulfonyl)-2,6-diazaspiro[3.3]heptane